O=C1C2(CCN(C2)C(=O)C2=C3C=CN(C3=CC=C2)CCCCCCNC(OC(C)(C)C)=O)CCCC(N1)=O tert-Butyl N-[6-[4-(6,8-dioxo-2,7-diazaspiro[4.6]undecane-2-carbonyl)indol-1-yl]hexyl]carbamate